[N+](=O)([O-])C1=C(C=C(C=C1)C1=CC(=CC(=C1)C(F)(F)F)C(F)(F)F)CO (4-nitro-3',5'-bis(trifluoromethyl)-[1,1'-biphenyl]-3-yl)methanol